dimethyl-oxosulfonium C[SH+](=O)C